CC1=C(N=C(S1)N)C dimethyl-1,3-thiazol-2-amine